nitrocopper [N+](=O)([O-])[Cu]